Cl.O1CCC(CC1)SCC1=NC2=CC=CC=C2C(N1)=O 2-(((tetrahydro-2H-pyran-4-yl)thio)methyl)quinazolin-4(3H)-one hydrochloride